2-[5-(1H-Pyrazol-4-yl)pyrazin-2-yl]-5-[(2,2,6,6-tetramethylpiperidin-4-yl)oxy][1,3]thiazolo[5,4-d][1,3]thiazol N1N=CC(=C1)C=1N=CC(=NC1)C=1SC=2N=C(SC2N1)OC1CC(NC(C1)(C)C)(C)C